tyrosine acrylate C(C=C)(=O)OC1=CC=C(C[C@H](N)C(=O)O)C=C1